N-methyl-N'-ethyl-imidazolidinone CN1C(N(CC1)CC)=O